N-(1-(methylsulfonyl)piperidin-4-yl)-8-propyl-7-(1H-pyrazol-4-yl)-[1,2,4]triazolo[1,5-a]pyridin-2-amine CS(=O)(=O)N1CCC(CC1)NC1=NN2C(C(=C(C=C2)C=2C=NNC2)CCC)=N1